ClC1=CC(=C(C=C1)C1=NC(=CN2C1=NC(=C(C2=O)C)C)[C@H]2C[C@@H](OCC2)C=2C=NN(C2)C)F |r| 9-(4-chloro-2-fluoro-phenyl)-2,3-dimethyl-7-[rac-(2R,4R)-2-(1-methylpyrazol-4-yl)tetrahydropyran-4-yl]pyrazino[1,2-a]pyrimidin-4-one